2-(3-bromo-2-((tert-butyldimethylsilyl)oxy)-5-chlorophenyl)-4-methyl-3-oxopentanoic acid ethyl ester C(C)OC(C(C(C(C)C)=O)C1=C(C(=CC(=C1)Cl)Br)O[Si](C)(C)C(C)(C)C)=O